FC1=CC=C(C=C1)C=1N(C=CC1)C1(CCCCC1)C(=O)C(C(=O)OC)C(=O)OC Dimethyl 2-(1-(2-(4-fluorophenyl)-1H-pyrrol-1-yl)cyclohexane-1-carbonyl)malonate